2-(2,6-dioxopiperidin-3-yl)-1-oxo-N-((1R)-2,2,2-trifluoro-1-(spiro[3.5]nonan-7-yl)ethyl)isoindoline-5-carboxamide O=C1NC(CCC1N1C(C2=CC=C(C=C2C1)C(=O)N[C@@H](C(F)(F)F)C1CCC2(CCC2)CC1)=O)=O